tert-butyl (2,5-dioxopyrrolidin-3-yl)carbamate O=C1NC(CC1NC(OC(C)(C)C)=O)=O